C(C)OC1=NN(C=C1NC1=NC=C(C(=N1)NCCCN1C(CCCC1)=O)C(F)(F)F)C 1-[3-[[2-[(3-Ethoxy-1-methyl-pyrazol-4-yl)amino]-5-(trifluoromethyl)pyrimidin-4-yl]amino]propyl]piperidin-2-one